(8-(5-(((5-fluoro-2,3-dihydrobenzofuran-4-yl)methyl)amino)-[1,2,4]triazolo[4,3-c]pyrimidin-8-yl)imidazo[1,2-a]pyridin-5-yl)methanol FC=1C=CC2=C(CCO2)C1CNC1=NC=C(C=2N1C=NN2)C=2C=1N(C(=CC2)CO)C=CN1